morpholinium HCl salt Cl.[NH2+]1CCOCC1